6-chloro-4-(4-(5-fluorobenzo[d]oxazol-2-yl)piperidin-1-yl)-1-methyl-1,5-naphthyridin-2(1H)-one ClC=1N=C2C(=CC(N(C2=CC1)C)=O)N1CCC(CC1)C=1OC2=C(N1)C=C(C=C2)F